R-N-((S)-5,7-dihydrospiro[cyclopenta[b]pyridine-6,4'-piperidine]-5-yl)-2-methylpropane-2-sulfinamide N1CCC2(CC1)[C@@H](C=1C(=NC=CC1)C2)N[S@](=O)C(C)(C)C